O1C(=NC2=C1C=CC=C2)C2=CC=C(C=C2)NC2=CC=C(C=C2)C=2C=CC1=C(OC3=C1C=CC=C3)C2 (4-benzoxazol-2-yl-phenyl)-(4-dibenzofuran-3-yl-phenyl)-amine